2-[2-(aminomethyl)-6-chloro-phenyl]Sulfanyl-benzaldehyde NCC1=C(C(=CC=C1)Cl)SC1=C(C=O)C=CC=C1